CN(C1=CC=C(NC2=NC(=NC(=C2)C2=CC=CC=C2)C=2CCCN(C2)C(=O)OC(C)(C)C)C=C1)C tert-butyl 5-[4-[4-(dimethylamino) anilino]-6-phenyl-pyrimidin-2-yl]-3,4-dihydro-2H-pyridine-1-carboxylate